C(CCCCC)NCCN N-Hexyl-1,2-ethanediamine